4-hydroxy-4'-methoxybenzophenone OC1=CC=C(C(=O)C2=CC=C(C=C2)OC)C=C1